C(C)(CC)C1=CC=C(C2=CC=C(C2=C1)C)C 7-sec-butyl-1,4-dimethylazulene